C(C1=CC=CC=C1)OCCC1C(C1CCC=CC(=O)O)(C)C 5-(3-(2-(benzyloxy)ethyl)-2,2-dimethylcyclopropyl)pent-2-enoic acid